NC1=CC2=C(N(C(S2)=O)C(F)F)C=C1 6-amino-3-(difluoromethyl)benzo[d]thiazol-2(3H)-one